4-chloro-8-(piperidin-4-yl)-1-(2,2,2-trifluoroethyl)-2-(trifluoromethyl)chromeno[7,8-d]imidazol-6(1H)-one, hydrochloride Cl.ClC1=CC=2C(C=C(OC2C2=C1N=C(N2CC(F)(F)F)C(F)(F)F)C2CCNCC2)=O